BrC1=C(C=CC=C1)S(=O)(=O)C1CN(C1)C 3-((2-bromophenyl)sulfonyl)-1-methylazetidine